C(C)C(C(=O)O)(CCC)CC ethyl-2-ethyl-pentanoic acid